ClC=1C=C(C#N)C=C(C1)CCN1C[C@H]([C@@H](C1)C)COC1=CC=C(C=C1)S(=O)(=O)CCS(=O)(=O)C 3-chloro-5-{2-[(3S,4S)-3-{[4-(2-methanesulfonyl-ethanesulfonyl)phenoxy]methyl}-4-methyl-pyrrolidin-1-yl]ethyl}benzonitrile